(+/-)-trans-3-((4,6-dichloro-1,3,5-triazin-2-yl)amino)bicyclo[2.2.2]Octane ClC1=NC(=NC(=N1)Cl)N[C@@H]1CC2CCC1CC2 |r|